BrC=1C=C2C(=NC1)N(C=C2C2=C(C=C(C(=O)OC)C=C2)OC(F)(F)F)C2CCOCC2 methyl 4-(5-bromo-1-tetrahydropyran-4-yl-pyrrolo[2,3-b]pyridin-3-yl)-3-(trifluoromethoxy)benzoate